2-METHYL-3-ACETYLBENZOIC ACID CC1=C(C(=O)O)C=CC=C1C(C)=O